2-N,N-diethylleucylaminonaphthalenesulfonic acid C(C)N([C@@H](CC(C)C)C(=O)NC1=C(C2=CC=CC=C2C=C1)S(=O)(=O)O)CC